P(O)(=O)(OP(=O)(O)OP(=O)(O)O)OC[C@@H]1[C@H]([C@H]([C@@H](O1)N1C(=O)N=C(N)C=C1)OC)O.FC(C=1C=C(C(=O)N2CC(CCC2)C(=O)NC2=CC(=CC=C2)Cl)C=C(C1)C(F)(F)F)(F)F 1-(3,5-bis(trifluoromethyl)benzoyl)-N-(3-chlorophenyl)piperidine-3-carboxamide 2'-O-methylcytidine-5'-triphosphate